NC=1C(=C(C=CC1)[C@]1(N/C(/N(C(C1)=O)CC1(COC1)C)=N\C(OC(C)(C)C)=O)C)Cl tert-Butyl (NE)-N-{(4S)-4-(3-amino-2-chlorophenyl)-4-methyl-1-[(3-methyloxetan-3-yl)-methyl]-6-oxohexahydropyrimidin-2-ylidene}carbamate